FC1(CN(CC[C@H]1NC1=NN2C(C(=N1)OC)=C(C(=C2)F)C=2C=C(C1=C(N(C(=N1)C)CC(F)F)C2)F)C([2H])([2H])[2H])F (R)-N-(3,3-difluoro-1-(methyl-d3)piperidin-4-yl)-5-(1-(2,2-difluoroethyl)-4-fluoro-2-methyl-1H-benzo[d]imidazol-6-yl)-6-fluoro-4-methoxypyrrolo[2,1-f][1,2,4]triazin-2-amine